BrC1=CC=CC=2C=3C(CN(C3C=CC21)C(NCCF)=N)C 6-bromo-N-(2-fluoroethyl)-1-methyl-1,2-dihydro-3H-benzo[e]indole-3-carboximidamide